OCCOC=1C=C2C=CC(=CC2=CC1)C1(C2=CC=CC=C2C=2C=CC=CC12)C1=CC2=CC=C(C=C2C=C1)OCCO 9,9-bis[6-(2-hydroxyethoxy)naphthalen-2-yl]fluorene